diaminoperylenedioic acid NC1=C2C(=C(C(=C3C=4C=CC=C5C=CC=C(C(C=C1)=C23)C54)C(=O)O)C(=O)O)N